tert-Butyl 3'-oxo-7'-(phenylsulfonyl)-1',3',4',7'-tetrahydrospiro[pyrrolidine-3,2'-pyrrolo[3',2':5,6]pyrido[3,4-b]pyrazine]-1-carboxylate O=C1C2(NC3=C(N1)C=NC1=C3C=CN1S(=O)(=O)C1=CC=CC=C1)CN(CC2)C(=O)OC(C)(C)C